C1(=CC=CC=C1)C=1N(C(=C(N1)C)O)C 2-phenyl-4-methyl-5-hydroxy-methylimidazole